methyl 5-fluoro-6-(((1-phenylcyclopropyl)amino)methyl)nicotinate FC=1C(=NC=C(C(=O)OC)C1)CNC1(CC1)C1=CC=CC=C1